C(C)OC(=O)C1=C(SC=C1C1=CC=CC=C1)NC(=O)NCCCCN1CCCC1 4-phenyl-2-{3-[4-(pyrrolidin-1-yl)butyl]ureido}thiophene-3-carboxylic acid ethyl ester